N-[3-(trimethoxysilyl)propyl]-N',N',N''-trimethylguanidine CO[Si](CCCNC(=NC)N(C)C)(OC)OC